styryl-3H-indole C(=CC1=CC=CC=C1)C1=NC2=CC=CC=C2C1